P(=O)(OC[N+]1=C(C(=CC=C1)C1=CC(=NO1)CC=1C=NC(=CC1)OCC1=NC=CC=C1F)N)(O)[O-] (2-amino-3-(3-((6-((3-fluoropyridin-2-yl)methoxy)pyridin-3-yl)methyl)isoxazol-5-yl)pyridin-1-ium-1-yl)methyl hydrogen phosphate